6-(6-(1-((1R,2R,3R,5R)-2-fluoro-1,5-dimethyl-8-azabicyclo[3.2.1]oct-6-en-3-yl)vinyl)-1,2,4-triazin-3-yl)isoquinolin-7-ol F[C@H]1[C@]2(C=C[C@@](C[C@@H]1C(=C)C1=CN=C(N=N1)C=1C=C3C=CN=CC3=CC1O)(N2)C)C